(+/-)-3-(4-(2-amino-6-methylpyrimidin-4-yl)-1,4-oxazepan-3-yl)-4-chloro-N-methylbenzamide NC1=NC(=CC(=N1)N1[C@@H](COCCC1)C=1C=C(C(=O)NC)C=CC1Cl)C |r|